2-(1-methyl-3-(p-tolyl)ureido)-5-oxo-5H-thieno[3,2-b]pyran-6-carboxylic acid CN(C(=O)NC1=CC=C(C=C1)C)C1=CC=2OC(C(=CC2S1)C(=O)O)=O